COC(CN1N=C2C=CC=CC2=CC1=O)=O (3-oxo-3H-cinnolin-2-yl)-acetic acid methyl ester